NC=1C=C2C(=NC1)NC(=C2)C2=C(C=C(C#N)C=C2)C 4-(5-Amino-1H-pyrrolo[2,3-b]pyridine-2-yl)-3-methylbenzonitrile